[Cl-].[Mn+3].C(C)C1=C2NC(=C1CC)C=C1C(=C(C(=N1)C=C1C(=C(C(N1)=CC=1C(=C(C(N1)=C2)CC)CC)CC)CC)CC)CC.[Cl-].[Cl-] 2,3,7,8,12,13,17,18-octaethyl-21H,23H-porphine manganese (III) chloride